CC=1C=C(C=CC1N1CCNCC1)N1C(NC(CC1)=O)=O 1-(3-methyl-4-(piperazin-1-yl)phenyl)dihydropyrimidine-2,4(1H,3H)-dione